FC1=C(CNC(OC(C)(C)C)=O)C=CC(=C1)C=1SC=CN1 tert-butyl (2-fluoro-4-(thiazol-2-yl)benzyl)carbamate